NC1=NC=C(C2=C1C(=C(N2C)C2=C(C=C(C=C2)NC(C(=C)F)=O)OC)C2=CC(=C(C(=O)NC1CC1)C=C2)OC)C#N 4-(4-amino-7-cyano-2-(4-(2-fluoroacrylamido)-2-methoxyphenyl)-1-methyl-1H-pyrrolo[3,2-c]pyridin-3-yl)-N-cyclopropyl-2-methoxybenzamide